6-methyl-2'-deoxyadenosine 5'-triphosphate P(O)(=O)(OP(=O)(O)OP(=O)(O)O)OC[C@@H]1[C@H](C[C@@H](O1)N1CN=C2C(N)(N=CN=C12)C)O